(2R,3S,4S)-2,3,4,6-Tetrabenzyloxy-1-(4-methylpiperazin-1-yl)hexane-1,5-dione C(C1=CC=CC=C1)O[C@@H](C(=O)N1CCN(CC1)C)[C@H]([C@@H](C(COCC1=CC=CC=C1)=O)OCC1=CC=CC=C1)OCC1=CC=CC=C1